bicyclo[2.2.2]octane-1,4-dicarboxylic acid monomethyl ester COC(=O)C12CCC(CC1)(CC2)C(=O)O